trans-3,5-dimethoxy-4-hydroxystilbene COC=1C=C(C=C(C1O)OC)\C=C\C1=CC=CC=C1